(2R,3R,4S,5S,6R)-3,4,5-Triacetyloxy-6-[4-[(E)-3-oxo-3-phenylprop-1-enyl]phenoxy]oxan C(C)(=O)O[C@@H]1CO[C@@H]([C@H]([C@H]1OC(C)=O)OC(C)=O)OC1=CC=C(C=C1)\C=C\C(C1=CC=CC=C1)=O